3-(4,5-dimethylterazol-2-yl)-2,5-diphenyltetrazolium bromide [Br-].CC1=CC(N=C1C)(C1=NC=CC1=C1N=CC=C1)N1N([NH2+]C(=N1)C1=CC=CC=C1)C1=CC=CC=C1